FC=1C(=NC(=NC1N[C@@H](C(F)(F)F)C)C1=CC(CCC1)=O)N[C@@H](C(F)(F)F)C 3-(5-fluoro-4,6-bis(((R)-1,1,1-trifluoropropan-2-yl)amino)pyrimidin-2-yl)cyclohex-2-en-1-one